CN1N=CC=C1OB(O)O (2-methylpyrazol-3-yl)-boric acid